ClC1=NC=C2N(C(N(C2=N1)C1(CCC(CC1)=O)C)=O)C 2-chloro-7-methyl-9-(1-methyl-4-oxocyclohexyl)-7,9-dihydro-8H-purin-8-one